N-tert-butyloxycarbonyl-3-piperidinecarboxaldehyde C(C)(C)(C)OC(=O)N1CC(CCC1)C=O